1,1'-bis(diphenylphosphino)[Ferrocene] C1(=CC=CC=C1)P([C-]1C=CC=C1)C1=CC=CC=C1.[C-]1(C=CC=C1)P(C1=CC=CC=C1)C1=CC=CC=C1.[Fe+2]